C(CCCC(C)C)SC(C(=O)[O-])(C)C isoheptylmercaptoisobutyrate